FC(CN1N=CC=2C1=NC(=CN2)N[C@@H]2C[C@H]1CN(C[C@H]1CC2)C2=NC=CC(=C2)C(F)(F)F)F 1-(2,2-difluoroethyl)-N-((3aR,5S,7aS)-2-(4-(trifluoromethyl)pyridin-2-yl)octahydro-1H-isoindol-5-yl)-1H-pyrazolo[3,4-b]pyrazin-6-amine